C(#N)C1=CC(=C(COC=2C=C(C=CC2)C2=CC(N(C=C2)CC2=NC3=C(N2CC2OCCC2)C=C(C=C3)C(=O)O)=O)C=C1)F 2-((4-(3-(4-Cyano-2-fluorobenzyloxy)phenyl)-2-oxopyridin-1(2H)-yl)methyl)-1-((tetrahydrofuran-2-yl)methyl)-1H-benzo[d]imidazole-6-carboxylic acid